CN(C1CNCCC1CO)C (3-(dimethylamino)piperidin-4-yl)methanol